C(C)(C)(C)OC(=O)N1[C@@H](CC(CC1)C1=NC=CN=C1)C1=CC=C(C=C1)C1=NOC(N1)=O (S)-2-(4-(5-oxo-4,5-dihydro-1,2,4-oxadiazol-3-yl)phenyl)-4-(pyrazin-2-yl)piperidine-1-carboxylic acid tert-butyl ester